4-Cyclopropyl-N-((S)-2-((4-(cyclopropyl((S)-2-oxo-4-(trifluoromethyl)imidazolidin-1-yl)methyl)pyridin-2-yl)amino)-1-(4,4-difluorocyclohexyl)-2-oxoethyl)-1,2,5-oxadiazole C1(CC1)C=1CN(ON1)[C@H](C(=O)NC1=NC=CC(=C1)C(N1C(N[C@@H](C1)C(F)(F)F)=O)C1CC1)C1CCC(CC1)(F)F